C1(=CC=CC=C1)C1=CC(=CC(=C1)B(O)O)C1=CC=CC=C1 1,1':3',1''-terphenyl-5'-boronic acid